C(#C)C1=CC=C(C=C1)N1CC(C1)NC(OC(C)(C)C)=O tert-butyl (1-(4-ethynylphenyl)azetidin-3-yl)carbamate